1,2-bis(cyclohexylsulfonyl-diazomethylsulfonyl)ethane C1(CCCCC1)S(=O)(=O)C(S(=O)(=O)CCS(=O)(=O)C(=[N+]=[N-])S(=O)(=O)C1CCCCC1)=[N+]=[N-]